FC1=C(C=CC(=C1C(=O)C1=NNC2=NC=C(C=C21)C2=CC=C(C=C2)[N+](=O)[O-])F)NS(=O)(=O)CCC N-(2,4-difluoro-3-(5-(4-nitrophenyl)-1H-pyrazolo-[3,4-b]pyridine-3-carbonyl)-phenyl)propane-1-sulfonamide